OCCC=1NC2=C(N1)C=CC=C2 2-hydroxyethylbenzimidazole